(2R)-N-[4-(3-Anilino-5,7-dimethyl-4-oxo-4,5-dihydro-1H-pyrrolo[3,2-c]pyridin-2-yl)pyridin-2-yl]-4,4-difluoro-2-(4-fluorophenyl)butanamid N(C1=CC=CC=C1)C1=C(NC2=C1C(N(C=C2C)C)=O)C2=CC(=NC=C2)NC([C@H](CC(F)F)C2=CC=C(C=C2)F)=O